(S*)-(3-amino-4,5,6,7-tetrahydropyrazolo[3,4-c]pyridin-2-yl)(6-fluoro-1,2,3,4-tetrahydroquinolin-4-yl)methanone NC=1N(N=C2CNCCC21)C(=O)[C@H]2CCNC1=CC=C(C=C21)F |o1:12|